C[C@@]1(N(C[C@H](C1)S(=O)(=O)C1=C(C(=C(C=C1)I)C=1N=NN(N1)CC1=CC=C(C=C1)OC)S(N(CC1=CC=C(C=C1)OC)CC1=CC=C(C=C1)OC)(=O)=O)C(=O)OC(C)(C)C)C(=O)[O-] (2S,4S)-1-tert-butyl 2-methyl-4-((2-(N,N-bis(4-methoxybenzyl)sulfamoyl)-4-iodo-3-(2-(4-methoxybenzyl)-2H-tetrazol-5-yl)phenyl)sulfonyl)pyrrolidine-1,2-dicarboxylate